N[C@@H](CC1=CC=CC=C1)C(=O)N[C@@H](CCC(=O)O)C(=O)O.N[C@@H](CCC(=O)O)C(=O)OC([C@@H](N)CC1=CC=CC=C1)=O phenylalanyl Glutamate (Phenylalanyl-Glutamate)